FC1=C(C=CC=C1)C=1OCC(N(N1)CCN1N=NC2=C(C1=O)C=CC=C2)=O 2-(2-fluorophenyl)-4-(2-(4-oxobenzo[D][1,2,3]triazin-3(4H)-yl)ethyl)-4H-1,3,4-oxadiazin-5(6H)-one